2-(3-(2-methoxyethoxy)phenyl)acetonitrile COCCOC=1C=C(C=CC1)CC#N